CS(=O)(=O)N1CCC2=CC(=CC=C12)[N+](=O)[O-] 1-(methylsulfonyl)-5-nitroindoline